C1(=CC(=CC=C1)N(C1=CC=C(C=C1)N)CCCS(=O)(=O)O)N(C1=CC=C(C=C1)N)CCCS(=O)(=O)O 3,3'-(1,3-phenylenebis((4-aminophenyl)azanediyl))bis(propane-1-sulfonic acid)